N-ethyl-N-[1-(piperidin-4-yl)propyl]acetamide trifluoroacetate salt FC(C(=O)O)(F)F.C(C)N(C(C)=O)C(CC)C1CCNCC1